C(C1=CC=CC=C1)OC=1C=C(C=CC1OCC1=CC=CC=C1)CC(C(C)(C)C)=O 1-(3,4-bis(benzyloxy)phenyl)-3,3-dimethylbutan-2-one